N2-(3-chloro-4-piperazin-1-yl-phenyl)-N4-[2-(6-methyl-2-pyridyl)pyrimidin-4-yl]pyrimidine-2,4-diamine ClC=1C=C(C=CC1N1CCNCC1)NC1=NC=CC(=N1)NC1=NC(=NC=C1)C1=NC(=CC=C1)C